CC=1C(=CC2=C(NC=N2)C1)C#N 6-methyl-1H-benzo[d]imidazole-5-carbonitrile